BrC1=CC2=C(N=C(S2)NC2=NC=CC(=C2)CN(CCO)C)C=C1 2-(((2-((6-bromobenzo[d]-thiazol-2-yl)amino)pyridin-4-yl)methyl)(methyl)-amino)ethanol